NC=1N=CC(=NC1OC(C)C1=C(C(=CC=C1Cl)F)Cl)C=1C=C(C(=O)NCCN2CCCC2)C=CC1 3-{5-amino-6-[1-(2,6-dichloro-3-fluoro-phenyl)-ethoxy]-pyrazin-2-yl}-N-(2-pyrrolidin-1-yl-ethyl)-benzamide